C1(CCCC1)OC(=O)N(C1=C(N=NN1C)C1=CC=C(O[C@@H]2C[C@H](CCC2)C(=O)OC(C)C)C=C1)C |r| (+/-)-isopropyl (1S,3S)-3-(4-(5-(((cyclopentyloxy)carbonyl)(methyl)amino)-1-methyl-1H-1,2,3-triazol-4-yl)phenoxy)cyclohexane-1-carboxylate